COC(=O)C1=NC(=CC=C1Br)N.CC(C[Si](OC)(OC)C)CCl 2-methyl-3-chloropropyl-methyldimethoxysilane methyl-6-amino-3-bromo-pyridine-2-carboxylate